ClC1=C(N)C=C(C=C1CC1=C(C=CC=C1)Cl)C 2-chloro-3-(2-chlorobenzyl)-5-methyl-aniline